(S)-4-(3-amino-5-chloropyrazin-2-yl)-N-(2-chloro-6-fluorophenyl)-5-fluoro-2-((1,1,1-trifluoropropan-2-yl)oxy)benzamide NC=1C(=NC=C(N1)Cl)C1=CC(=C(C(=O)NC2=C(C=CC=C2F)Cl)C=C1F)O[C@H](C(F)(F)F)C